ClC1=NC(=NC(=C1C(=O)O)Cl)SC 4,6-dichloro-2-(methylthio)pyrimidine-5-carboxylic acid